CN1CCN(CC1)C1=NC=C(C=N1)N1C(NC2(C1)CCC(CC2)(C2=CC=CC=C2)N(CC2COCC2)C)=O 3-[2-(4-methyl-piperazin-1-yl)-pyrimidin-5-yl]-8-[methyl-(tetrahydro-furan-3-yl-methyl)-amino]-8-phenyl-1,3-diazaspiro[4.5]decan-2-one